[Cl-].[Sr+2].[Cl-] strontium chloride salt